NC1=NN(C=2C1=NC(=CC2C=O)Cl)CC D-3-amino-5-chloro-1-ethyl-1H-pyrazolo[4,3-b]pyridine-7-carbaldehyde